4-(((3-Chloro-1,4-dioxo-1,4-dihydronaphthalin-2-yl)amino)methyl)-N-(2-(4-methylpiperazin-1-yl)ethyl)benzamid ClC1=C(C(C2=CC=CC=C2C1=O)=O)NCC1=CC=C(C(=O)NCCN2CCN(CC2)C)C=C1